4-chloro-3-oxo-5,7-dihydro-2H-cyclopenta[c]Pyridine-6,6-dicarboxylic acid dimethyl ester COC(=O)C1(CC=2C(=CNC(C2Cl)=O)C1)C(=O)OC